OC(CC1=CC=C(C=C1)CC1=CC=C(C=C1)C(C(C)(C)O)=O)(C)C 2-hydroxy-1-{4-[4-(2-hydroxy-2-methyl-propionyl)-benzyl]-phenyl}-2-methylpropan